ClC=1C(=CC(=C(N)C1)F)OC=1C=C2C(=NC1)N(C=N2)C 5-chloro-2-fluoro-4-((3-methyl-3H-imidazo[4,5-b]pyridin-6-yl)oxy)aniline